O=C1NC(CCC1N1C(C2=CC=CC(=C2C1=O)NCCOCCCOC1=C(C=C(C=C1)NC(C)=O)F)=O)=O N-{4-[3-(2-{[2-(2,6-dioxopiperidin-3-yl)-1,3-dioxo-2,3-dihydro-1H-isoindol-4-yl]amino}ethoxy)propoxyl]-3-fluorophenyl}acetamide